6-((4-chloro-2-methylphenyl)amino)-1-(2-methoxyethyl)-3-methyl-1,3-dihydro-2H-imidazo[4,5-c]pyridin-2-one ClC1=CC(=C(C=C1)NC1=CC2=C(C=N1)N(C(N2CCOC)=O)C)C